C(CCC)[SnH2]CCCC dibutylstannane